4-(4-(4-(benzo[d]isoxazol-5-ylamino)quinolin-6-yl)-3-fluorobenzyl)-1-methylpiperazin-2-one O1N=CC2=C1C=CC(=C2)NC2=CC=NC1=CC=C(C=C21)C2=C(C=C(CN1CC(N(CC1)C)=O)C=C2)F